C(C#C)C1CCN(CC1)C(=O)O 4-(prop-2-yn-1-yl)piperidine-1-carboxylic acid